FC=1C=2N(C=C(C1)NC(=O)C=1C=CC(=C3C=NC(=NC13)OCCOC(F)(F)F)N1C[C@@H](N([C@@H](C1)C)C(=O)OC(C)(C)C)C)C=C(N2)C tert-butyl (2S,6R)-4-[8-[(8-fluoro-2-methyl-imidazo[1,2-a]pyridin-6-yl)carbamoyl]-2-[2-(trifluoromethoxy)ethoxy]quinazolin-5-yl]-2,6-dimethyl-piperazine-1-carboxylate